C(=O)(OC(C)(C)C)NCCCCCC(=O)O 6-(BOC-amino)hexanic acid